2-ethoxyphthalate C(C)OC1(C(C(=O)[O-])C=CC=C1)C(=O)[O-]